NC=1C=CC=C2C=CC=C(C12)S(=O)(=O)NC(CCCOCCOC)=O N-[(8-Aminonaphthalen-1-yl)sulfonyl]-4-(2-methoxyethoxy)butanamide